ClC1=CC(=C(C=N1)C1=NC=C(C=C1)OC(F)F)NCC[C@H](C)O (S)-4-((6'-Chloro-5-(difluoromethoxy)-[2,3'-bipyridin]-4'-yl)amino)butan-2-ol